ClC=1C=CC(=C(C1)C1=C(C=NN1COCC[Si](C)(C)C)NC(=O)C=1C=NN2C1N=CC=C2)OC(F)F pyrazolo[1,5-a]Pyrimidine-3-carboxylic acid [5-(5-chloro-2-difluoromethoxyphenyl)-1-(2-trimethylsilylethoxymethyl)-1H-pyrazol-4-yl]Amide